2-[6-[(4aS,8aR)-6-cyclobutyl-3,4a,5,7,8,8a-hexahydro-2H-pyrido[4,3-b][1,4]oxazin-4-yl]pyridazin-3-yl]-3,5-dimethyl-phenol C1(CCC1)N1C[C@H]2[C@H](OCCN2C2=CC=C(N=N2)C2=C(C=C(C=C2C)C)O)CC1